3-[5-[4-[[4-[(3R,5R)-5-[(5-chloro-1-methyl-6-oxo-pyridazin-4-yl)amino]-1-methyl-3-piperidyl]phenyl]methyl]piperazin-1-yl]-3-pyridyl]piperidine-2,6-dione ClC1=C(C=NN(C1=O)C)N[C@@H]1C[C@@H](CN(C1)C)C1=CC=C(C=C1)CN1CCN(CC1)C=1C=C(C=NC1)C1C(NC(CC1)=O)=O